3-(3-(4-(2,4-dichlorophenyl)piperazin-1-yl)-3-oxopropyl)-7-methyl-3,5-dihydro-4H-pyrimido[5,4-b]indol-4-one ClC1=C(C=CC(=C1)Cl)N1CCN(CC1)C(CCN1C=NC2=C(NC=3C=C(C=CC23)C)C1=O)=O